CC1(CC=2C(=C(C3=C(SC4=C3N=CNC4=O)N2)CN(CCOCCOCCOC)C)CO1)C 8,8-Dimethyl-11-(2-methyl-5,8,11-trioxa-2-azadodecyl)-7,10-dihydro-8H-pyrano[3'',4'':5',6']pyrido[3',2':4,5]thieno[3,2-d]pyrimidin-4(3H)-one